1-((S)-2-(3-((2-(4-methoxypiperidin-1-yl)pyrimidin-4-yl)amino)-8-((2R,3S)-2-methyl-3-((methylsulfonyl)methyl)azetidin-1-yl)isoquinolin-5-yl)pyrrolidin-1-yl)prop-2-en-1-one COC1CCN(CC1)C1=NC=CC(=N1)NC=1N=CC2=C(C=CC(=C2C1)[C@H]1N(CCC1)C(C=C)=O)N1[C@@H]([C@H](C1)CS(=O)(=O)C)C